CC1=CC2=C(N=C(N=C2N2CC(C2)C(=O)N)N2CCN(CCC2)C)S1 1-(6-methyl-2-(4-methyl-1,4-diazepan-1-yl)thieno[2,3-d]Pyrimidin-4-yl)azetidine-3-carboxamide